[6-(2,2-difluoroethoxy)-5-fluoro-2-methoxy-3-pyridinyl]-7-(oxetan-3-yl)imidazo[1,2-a]pyridine-3-sulfonamide FC(COC1=C(C=C(C(=N1)OC)C=1N=C2N(C=CC(=C2)C2COC2)C1S(=O)(=O)N)F)F